C[C@H]1[C@H]([C@H](C[C@@H](O1)O[C@H]2C[C@@](CC3=C2C(=C4C(=C3O)C(=O)C5=C(C4=O)C(=CC=C5)OC)O)(C(=O)CO)O)N)O (8S-cis)-10-((3-amino-2,3,6-trideoxy-alpha-L-lyxo-hexopyranosyl)oxy)-7,8,9,10-tetrahydro-6,8,11-trihydroxy-8-(hydroxyacetyl)-1-methoxy-5,12-naphthacenedione